N-(3-iodophenyl)phenylmaleimide IC=1C=C(C=CC1)N1C(C(=CC1=O)C1=CC=CC=C1)=O